Cl.Cl.NCC=1NC=CN1 (aminomethyl)imidazole dihydrochloride